N-(3-chloro-5-(methylsulfonamido)phenyl)-5-(5-(3,3-difluoroazetidin-1-yl)-3-fluoropyridin-2-yl)-1-methyl-1H-pyrrole-3-carboxamide ClC=1C=C(C=C(C1)NS(=O)(=O)C)NC(=O)C1=CN(C(=C1)C1=NC=C(C=C1F)N1CC(C1)(F)F)C